1,1,1,2,2,3,3,4,4-nonafluorobutyl methyl ether COC(C(C(C(F)(F)F)(F)F)(F)F)(F)F